dichloro-2,4'-diaminobiphenyl ClC1=C(C(=C(C=C1)C1=CC=C(C=C1)N)N)Cl